3-bromo-N-(4-(N-(4-((4-methoxyphenyl)sulfamoyl)naphthalen-1-yl)sulfamoyl)phenyl)propanamide BrCCC(=O)NC1=CC=C(C=C1)S(NC1=CC=C(C2=CC=CC=C12)S(NC1=CC=C(C=C1)OC)(=O)=O)(=O)=O